di-azidosilane N(=[N+]=[N-])[SiH2]N=[N+]=[N-]